ethyl 3-[carbamoyl-(5-fluoro-6-iodo-1-methyl-indazol-3-yl)amino]propanoate C(N)(=O)N(CCC(=O)OCC)C1=NN(C2=CC(=C(C=C12)F)I)C